ClC1=CC=C2C(=CC=NC2=C1)NC(CCCN(CCO)CC1=CC(=C(C=C1)OC)F)C 2-((4-((7-Chloroquinolin-4-yl)amino)pentyl)(3-fluoro-4-methoxybenzyl)amino)ethan-1-ol